(1r,4r)-4-(3-Chloroanilino)-2'-(4-hydroxyphenyl)-2',3'-dihydrospiro[cyclohexane-1,1'-indene]-4-carboxylic acid methyl ester COC(=O)C1(CCC2(C(CC3=CC=CC=C23)C2=CC=C(C=C2)O)CC1)NC1=CC(=CC=C1)Cl